Cl[Si]1(C[SiH](C1)Cl)CCCC 1,3-dichloro-1-butyl-1,3-disilacyclobutane